COC1=CC(=CC2=C1N(C(=N2)C=2N(C1=CC=CC=C1C2)CC(F)(F)F)C)C(=O)N2C[C@@H](CCC2)N (3R)-1-{7-methoxy-1-methyl-2-[1-(2,2,2-trifluoroethyl)-1H-indol-2-yl]-1H-1,3-benzodiazole-5-carbonyl}piperidin-3-amine